ethyl 6-[(3S,5S)-4-(tert-butoxycarbonyl)-3,5-dimethylpiperazin-1-yl]-2-[7-fluoro-6-(methoxymethoxy)-2-methylindazol-5-yl]quinazoline-4-carboxylate C(C)(C)(C)OC(=O)N1[C@H](CN(C[C@@H]1C)C=1C=C2C(=NC(=NC2=CC1)C1=CC2=CN(N=C2C(=C1OCOC)F)C)C(=O)OCC)C